C(#N)C1=CC=C(C=C1)C1=CC=C(C=C1)B(O)O 4'-Cyanobiphenyl-4-ylboronic acid